FC1=C(C(=C(C=C1F)F)F)NC1=C(C(=O)O)C=CC=C1 2-(2,3,5,6-tetrafluoro-phenylamino)benzoic acid